5-fluoro-2-(8-(((S)-3-hydroxy-2-methoxypropyl)thio)-2,4-dioxo-6-(trifluoromethyl)-1,2,3,4-tetrahydroquinazolin-7-yl)benzonitrile FC=1C=CC(=C(C#N)C1)C1=C(C=C2C(NC(NC2=C1SC[C@H](CO)OC)=O)=O)C(F)(F)F